C(C)OC(C(=O)NC(=O)OC(C)(C)C)=O N-BOC-oxalamic acid ethyl ester